FC1=C(C=CC=C1F)CN1[C@H](CCC1=O)CC(=O)N(C1=CC=CC=C1)C 2-[(2R)-1-[(2,3-difluorophenyl)methyl]-5-oxopyrrolidin-2-yl]-N-methyl-N-phenylacetamid